2-(2-fluoro-4-(methylcarbamoyl)phenyl)benzo[d]imidazo[2,1-b]thiazole-7-carboxamide FC1=C(C=CC(=C1)C(NC)=O)C=1N=C2SC3=C(N2C1)C=CC(=C3)C(=O)N